(R)-4-(2-amino-1-hydroxyethyl)-1,2-benzenediol bitartrate OC(=O)C(O)C(O)C(=O)O.NC[C@H](O)C=1C=C(C(=CC1)O)O